ClC=1C(=C(C(=CC1)F)CC#N)F 2-(3-chloro-2,6-difluorophenyl)acetonitrile